[N+](=O)([O-])C1=NN(C=C1C=1C=C2CCNC(C2=CC1)=O)C=1C=C(C=NC1)NC(C=C)=O N-(5-(3-nitro-4-(1-oxo-1,2,3,4-tetrahydroisoquinolin-6-yl)-1H-pyrazol-1-yl)pyridin-3-yl)acrylamide